COC1=C(C(=CC(=C1)C1=CN(C(C(=C1C)C)=O)C)OC)CN1CC(C(CC1)N1CCN(CC1)C1=C(C=C(NC2C(NC(CC2)=O)=O)C=C1)F)(F)F 3-[4-[4-[1-[[2,6-dimethoxy-4-(1,4,5-trimethyl-6-oxo-3-pyridyl)phenyl]methyl]-3,3-difluoro-4-piperidyl]piperazin-1-yl]-3-fluoro-anilino]piperidine-2,6-dione